diacetylphosphate C(C)(=O)OP(=O)(OC(C)=O)[O-]